3a,8a-dihydro-8H-indeno[1,2-D]oxazole O1C=NC2C1CC=1C=CC=CC12